ClC1=C2C=NN(C2=C(C=C1)C(=O)NC1CC2(CC(C2)F)C1)CC1=CC=C(C=C1)C1=CC(=NC=C1)C(NC)=O 6-(4-Chloro-1-(4-(2-(methylcarbamoyl)pyridin-4-yl)benzyl)-1H-indazol-7-carboxamido)-2-fluorospiro[3.3]heptan